benzyl 4-[4-amino-2-(methylsulfanyl)-1,3-thiazole-5-amido]piperidine-1-carboxylate NC=1N=C(SC1C(=O)NC1CCN(CC1)C(=O)OCC1=CC=CC=C1)SC